S1C(=CC=C1)CNC(=O)[C@H]1CNCC[C@H]1NC(=O)N1CCC2(CC2)CC1 N-((3S,4R)-3-((thiophen-2-ylmethyl)carbamoyl)piperidin-4-yl)-6-azaspiro[2.5]octane-6-carboxamide